FCC=CC=O 4-fluorobut-2-en-1-one